(E)-1-[4-(Azepan-1-ylsulfonyl)phenyl]-3-(3,4-dihydroxyphenyl)prop-2-en-1-one N1(CCCCCC1)S(=O)(=O)C1=CC=C(C=C1)C(\C=C\C1=CC(=C(C=C1)O)O)=O